D-lysergic acid OC(=O)[C@H]1CN(C)[C@@H]2CC3=CNC4=CC=CC(C2=C1)=C34